Tert-butyl-4-(4-(3-(4-(4-(methylcarbamoyl)-1,5-naphthyridin-2-yl)phenyl)ureido)-2-(trifluoromethyl)phenyl)piperazine-1-carboxylate C(C)(C)(C)OC(=O)N1CCN(CC1)C1=C(C=C(C=C1)NC(=O)NC1=CC=C(C=C1)C1=NC2=CC=CN=C2C(=C1)C(NC)=O)C(F)(F)F